BrC1=CC(=C(C2=C1CCO2)C(=O)O)N2CCC1(CC1)CC2 4-bromo-6-(6-azaspiro[2.5]octan-6-yl)-2,3-dihydrobenzofuran-7-carboxylic acid